Benzyl 3-((1R,4R)-2,5-diazabicyclo[2.2.1]heptan-2-yl)azetidine-1-carboxylate [C@H]12N(C[C@H](NC1)C2)C2CN(C2)C(=O)OCC2=CC=CC=C2